1-(2-(5-(5-(1-(1H-pyrrolo[2,3-b]pyridin-4-yl)ethoxy)-1H-indazol-3-yl)pyridin-2-yl)-2,7-diazaspiro[3.5]nonan-7-yl)-2-(dimethylamino)ethan-1-one N1C=CC=2C1=NC=CC2C(C)OC=2C=C1C(=NNC1=CC2)C=2C=CC(=NC2)N2CC1(C2)CCN(CC1)C(CN(C)C)=O